[7,8-dichloro-6-(2,6-difluorophenyl)-4H-[1,2,4]triazolo[1,5-a][1,4]benzodiazepin-2-yl]methanol ClC1=C(C=CC2=C1C(=NCC=1N2N=C(N1)CO)C1=C(C=CC=C1F)F)Cl